COC1=C(C=CC=C1)C(=C)C1=NNC2=NC(=CN=C21)N2CCC1(CC2)[C@@H](C2=CC=CC=C2C1)N (S)-1'-(3-(1-(2-methoxyphenyl)vinyl)-1H-pyrazolo[3,4-b]pyrazin-6-yl)-1,3-dihydro-spiro[inden-2,4'-piperidin]-1-amine